3-(4-fluoro-5-(((1-(4-((1R,2S)-6-hydroxy-2-phenyl-1,2,3,4-tetrahydronaphthalen-1-yl)phenyl)piperidin-4-yl)(methyl)amino)methyl)-1-oxoisoindolin-2-yl)piperidine-2,6-dione FC1=C2CN(C(C2=CC=C1CN(C)C1CCN(CC1)C1=CC=C(C=C1)[C@H]1[C@H](CCC2=CC(=CC=C12)O)C1=CC=CC=C1)=O)C1C(NC(CC1)=O)=O